C(C)N1CCN(CC1)C1=CC(=C(C=C1)NC=1N=C(C2=C(N1)C=CS2)N2N=CCC2C2=CC=CC=C2)OC N-(4-(4-ethylpiperazin-1-yl)-2-methoxyphenyl)-4-(5-phenyl-4,5-dihydro-1H-pyrazol-1-yl)thieno[3,2-d]pyrimidin-2-amine